FC1=CC=C(C=C1)C=1C(=NC2=CC(=CC(=C2C1)C(C)O)C)N1CCOCC1 1-(3-(4-fluorophenyl)-7-methyl-2-morpholinoquinolin-5-yl)ethan-1-ol